N-isopropyl-N-methyl-2-(pyridin-4-yl)pyrimidin-4-amine C(C)(C)N(C1=NC(=NC=C1)C1=CC=NC=C1)C